O1SOCCC1 1,3,2-Dioxathian